CN(CCOC1=C(C=C(C(=O)NC=2C=CC=C3C=CC=NC23)C=C1)C)C 4-[2-(Dimethylamino)ethoxy]-3-methyl-N-(quinolin-8-yl)benzamide